S1C(=CC2=C1C=CC=C2)C2=CC=C1C=CC(=CC1=C2)N(C2=CC=C(C=C2)C=2OC1=C(N2)C=CC=C1)C1=CC2=CC(=CC=C2C=C1)C=1SC2=C(C1)C=CC=C2 bis{(7-benzothiophen-2-yl-naphthalen-2-yl)}-(4-benzoxazol-2-yl-phenyl)amine